tert-butyl (2R,5R)-2-((R)-(5-fluoropyridin-3-yl)(hydroxy)methyl)-5-propylpyrrolidine-1-carboxylate FC=1C=C(C=NC1)[C@H]([C@@H]1N([C@@H](CC1)CCC)C(=O)OC(C)(C)C)O